2-{4-[(4,6-dioxo-2-phenyl-1,3-dioxan-5-ylbenzylidene)methyl]phenoxy}-N-phenylacetamide O=C1OC(OC(C1C(C1=CC=CC=C1)=CC1=CC=C(OCC(=O)NC2=CC=CC=C2)C=C1)=O)C1=CC=CC=C1